tri(n-decyl) phosphate P(=O)(OCCCCCCCCCC)(OCCCCCCCCCC)OCCCCCCCCCC